CC1CCC(N(C1)C(C(=O)NC=1C=C(C=NC1)C(=O)N)=O)C1=NC=2C=CC(N(C2C=C1)COCC[Si](C)(C)C)=O 5-[[2-[5-methyl-2-[6-oxo-5-(2-Trimethylsilylethoxymethyl)-1,5-Naphthyridin-2-Yl]-1-piperidyl]-2-oxo-acetyl]amino]pyridine-3-carboxamide